2-[6-[[6-(trifluoromethyl)-3-pyridinyl]methyl]-2-azaspiro[3.3]heptane-2-carbonyl]-7-oxa-2,5-diazaspiro[3.4]octan-6-one FC(C1=CC=C(C=N1)CC1CC2(CN(C2)C(=O)N2CC3(C2)NC(OC3)=O)C1)(F)F